C(#N)C1=C(N=C(S1)NC(=O)C=1C=CC(=NC1)N1CCC(CC1)C(=O)O)C1=C(C=CC=C1)OC 1-(5-((5-cyano-4-(2-methoxyphenyl)thiazol-2-yl)carbamoyl)pyridin-2-yl)piperidine-4-carboxylic acid